O=C1NCC2(CC2)C1 6-oxo-5-azaspiro[2.4]heptan